C(C)N1C2=CC(=CC=C2C=2C=CC=CC12)C=1N=CSC1 9-ethyl-7-(thiazol-4-yl)-9H-carbazol